COC=1C=C(C(=O)N2CC(\C(\CC2)=C\C#CC=2C=C(C#N)C=CC2)(C)C)C=CC1 3-{(3E)-3-[1-(3-methoxybenzoyl)-3,3-dimethylpiperidin-4-ylidene]prop-1-yn-1-yl}benzonitrile